4-(5-(3-amino-1-ethyl-1H-pyrazol-5-yl)-5-hydroxyoctahydropentalen-2-yl)-N-(3-cyano-4-fluorophenyl)-1-methyl-1H-imidazole-5-carboxamide NC1=NN(C(=C1)C1(CC2CC(CC2C1)C=1N=CN(C1C(=O)NC1=CC(=C(C=C1)F)C#N)C)O)CC